ClC1=CC2C(N=N1)N(CC2)[C@H]2[C@H](C(N(CC2)C(=O)OCC2=CC=CC=C2)(C)C)F benzyl (3R,4R)-4-(3-chloro-4a,5,6,7a-tetrahydropyrrolo[2,3-c]pyridazin-7-yl)-3-fluoro-2,2-dimethyl-piperidine-1-carboxylate